2-Nitrobenzaldehyde-O-(1-methyl-1H-imidazole-4-carbonyl) oxime CN1C=NC(=C1)C(=O)ON=CC1=C(C=CC=C1)[N+](=O)[O-]